AMINOPHOSPHINE NP